N-carbamoyl-3-(3-chloro-4-((2-methyl-[1,1'-biphenyl]-3-yl)methoxy)phenyl)-2-cyanoacrylamide C(N)(=O)NC(C(=CC1=CC(=C(C=C1)OCC=1C(=C(C=CC1)C1=CC=CC=C1)C)Cl)C#N)=O